(1-(2-(1H-indol-3-yl)ethyl)-6,7-dimethoxy-3,4-dihydroisoquinolin-2(1H)-yl)(pyridin-4-yl)methanone N1C=C(C2=CC=CC=C12)CCC1N(CCC2=CC(=C(C=C12)OC)OC)C(=O)C1=CC=NC=C1